C(C(C)(C)C)C(C(CO)C)O neopentyl-2-methyl-1,3-propanediol